ON1ON=C(C1)NC1CCC(CC1)O N-hydroxy-4-((4-hydroxycyclohexyl)amino)-1,2,5-oxadiazole